3,5-dimethyl-2-[2-(8-oxa-3-azabicyclo[3.2.1]octan-3-yl)-[1,2,4]triazolo[1,5-a]pyrimidin-5-yl]phenol CC=1C(=C(C=C(C1)C)O)C1=NC=2N(C=C1)N=C(N2)N2CC1CCC(C2)O1